C12CC(CC(CC1)N2)NC(OC(C)(C)C)=O tert-butyl (endo-8-azabicyclo[3.2.1]octan-3-yl)carbamate